[I-].C[N+]1=CC=C2N(C=CC=C12)C 1,4-dimethyl-4-azaindolium iodide